1,1,6,6-tetrakis(mercaptomethylthio)-3,4-Dithiane SCSC1(CSSCC1(SCS)SCS)SCS